[N+](=O)(O)[O-].C(=C)N1CN(C=C1)C 1-vinyl-3-methyl-imidazole nitrate salt